CNC1C(CCCC1)NC N,N'-dimethylcyclohexane-1,2-diamine